(4H)-isoquinolin C1=NCCC2=CC=CC=C12